N1CC(C1)C(=O)N1CCC(CC1)C1=C(N(C=C1)S(N)(=O)=O)C(=O)O 3-[1-(Azetidine-3-carbonyl)-4-piperidyl]-1-sulfamoyl-pyrrole-2-carboxylic acid